NC1CCC(CC1)N1C2=NC(=NC=C2N=C1NC1=CC(=CC=C1)C(F)(F)F)NC(C)(C)C 9-((1r,4r)-4-aminocyclohexyl)-N2-tert-butyl-N8-(3-(trifluoromethyl)phenyl)-9H-purine-2,8-diamine